Tert-butyl (3-exo)-3-((7-bromo-4-((5-methyl-1H-pyrazol-3-yl) amino) quinazolin-2-yl) amino)-8-azabicyclo[3.2.1]octane-8-carboxylate BrC1=CC=C2C(=NC(=NC2=C1)NC1CC2CCC(C1)N2C(=O)OC(C)(C)C)NC2=NNC(=C2)C